C(#N)C(C(=O)N1C[C@@H](CCC1)NC1=C2C(=NC=C1C(=O)OCC)NC=C2)C ethyl 4-(((3R)-1-(2-cyanopropanoyl)piperidin-3-yl)amino)-1H-pyrrolo[2,3-b]pyridine-5-carboxylate